ClC=1C(=C(N=NC1)C(=O)NOCC)NC1=C(C(=CC=C1)C1=NC=CC=N1)OC Chloro-N-ethoxy-4-((2-methoxy-3-(pyrimidin-2-yl)phenyl)amino)pyridazine-3-carboxamide